1-(4-bromophenyl)ethan-1-amine BrC1=CC=C(C=C1)C(C)N